C(C(C)C)(=O)NC=1N=C(C=2N=CN([C@H]3[C@H](OC(CCC)=O)[C@H](O)[C@@H](COC(C4=CC=C(C=C4)OC)(C4=CC=C(C=C4)OC)C4=CC=CC=C4)O3)C2N1)OC(N(C1=CC=CC=C1)C1=CC=CC=C1)=O N2-isobutyryl-6-O-diphenylcarbamoyl-2'-O-(2-ethylacetyl)-5'-O-(4,4'-dimethoxytrityl)guanosine